3-isopropylbutanedioic acid 1-ethyl 4-methyl ester COC(C(CC(=O)OCC)C(C)C)=O